1-((5-((2-Methyl-[1,1'-biphenyl]-3-yl)methoxy)thiophen-2-yl)methyl)azetidine-3-carboxylic acid CC1=C(C=CC=C1COC1=CC=C(S1)CN1CC(C1)C(=O)O)C1=CC=CC=C1